C(C)(C)(C)C1N(CC12CC(C2)CC2=C(C=CC=C2)OC)C(=O)OC2=C(C=CC=C2)CC2CC1(CNC1)C2 2-((2-Azaspiro[3.3]heptan-6-yl)methyl)phenol tert-Butyl-6-(2-methoxybenzyl)-2-azaspiro[3.3]heptane-2-carboxylate